2-chloro-5-(trifluoromethyl)thiazole-4-carboxylic acid methyl ester COC(=O)C=1N=C(SC1C(F)(F)F)Cl